tert-butyl (S,Z)-9-cyano-8-(((dimethylamino)methylene)amino)-1,2,4a,5-tetrahydrobenzo[b]pyrazino[1,2-d][1,4]oxazine-3(4H)-carboxylate C(#N)C1=CC2=C(OC[C@H]3N2CCN(C3)C(=O)OC(C)(C)C)C=C1\N=C/N(C)C